2-((1R,5S)-3-(2-(7,8-dimethyl-[1,2,4]triazolo[4,3-a]pyridin-6-yl)-3-isopropyl-1H-indol-5-yl)-8-azabicyclo[3.2.1]octan-8-yl)-N,N-dimethylacetamide CC1=C(C=2N(C=C1C=1NC3=CC=C(C=C3C1C(C)C)C1C[C@H]3CC[C@@H](C1)N3CC(=O)N(C)C)C=NN2)C